BrC=1C(=CC=C2C(=C(NC12)C(=O)OCC)CCCOC1=CC=CC2=CC=CC=C12)F ethyl 7-bromo-6-fluoro-3-(3-(naphthalen-1-yloxy)propyl)-1H-indole-2-carboxylate